4-(3,4-dicyanophenoxy)phenylboronic acid C(#N)C=1C=C(OC2=CC=C(C=C2)B(O)O)C=CC1C#N